BrC1=C(C(=CC(=C1)C#CC)OC)C=1C(NC2(C1[O-])CCC(CC2)C)=O.[Na+] Sodium 3-[2-bromo-6-methoxy-4-(prop-1-yn-1-yl)phenyl]-8-methyl-2-oxo-1-azaspiro[4.5]dec-3-en-4-olate